C(C)N(C=1C=C(C(=O)NC=2C=C3C(=CNC3=CC2)C=2CCN(CC2)C(C)CC)C=CC1)CC 5-(3-(diethylamino)benzoyl)amino-3-(1-(sec-butyl)-1,2,3,6-tetrahydropyridin-4-yl)-1H-indole